(3S)-N'-(7-bromo-2-quinolinyl)-N'-methyl-hexahydropyridazine-3-carbohydrazide dihydrochloride Cl.Cl.BrC1=CC=C2C=CC(=NC2=C1)N(NC(=O)[C@H]1NNCCC1)C